2-methyl-3-[ethyl-(tetrahydro-2H-pyran-4-yl)amino]-5-bromobenzoic acid CC1=C(C(=O)O)C=C(C=C1N(C1CCOCC1)CC)Br